O1N=C(C2=C1C=CC=C2)NS(=O)(=O)C2=CC(=C(C=C2)Cl)Cl N-(benzo[d]isoxazol-3-yl)-3,4-dichlorobenzenesulfonamide